NC1=NC=C(C(=N1)C1=CN(C2=NC=C(C=C21)C#CC(C)(O)C)C(C)C)Cl 4-(3-(2-amino-5-chloropyrimidin-4-yl)-1-isopropyl-1H-pyrrolo[2,3-b]pyridin-5-yl)-2-methylbut-3-yn-2-ol